disodium carboxymethyl thiocarbonate C(OCC(=O)O)([O-])=S.[Na+].[Na+].C(=O)(O)COC([O-])=S